tert-butyl (methyl(3-(5-methyl-3-(6-azaspiro[2.5]octan-6-yl)-6-(trifluoromethyl)pyridazine-4-carboxamido)phenyl)(oxo)-λ6-sulfaneylidene)carbamate CS(=O)(C1=CC(=CC=C1)NC(=O)C1=C(N=NC(=C1C)C(F)(F)F)N1CCC2(CC2)CC1)=NC(OC(C)(C)C)=O